BrC1=C(C(=O)O)C(=CC=C1C)F 2-bromo-6-fluoro-3-methyl-benzoic acid